FC1=C(C=CC(=C1)F)C(=O)C1CCNCC1 (2,4-difluorophenyl)(piperidin-4-yl)methanone